ethyl (3S,3aS,6aR)-2-[(2S)-2-(tert-butoxycarbonylamino)-3-methyl-butanoyl]-3,3a,4,5,6,6a-hexahydro-1H-cyclopenta[c]pyrrole-3-carboxylate C(C)(C)(C)OC(=O)N[C@H](C(=O)N1C[C@H]2[C@@H]([C@H]1C(=O)OCC)CCC2)C(C)C